((3R,5R)-3-amino-5-fluoropiperidin-1-yl)(2-(4-(cyclopropylmethyl)-3-(1-methyl-1H-pyrazol-4-yl)-4H-thieno[3,2-b]pyrrol-5-yl)-7-methoxy-1-methyl-1H-benzo[d]imidazol-5-yl)methanone N[C@H]1CN(C[C@@H](C1)F)C(=O)C1=CC2=C(N(C(=N2)C2=CC3=C(N2CC2CC2)C(=CS3)C=3C=NN(C3)C)C)C(=C1)OC